5-[(2,6-Dichlorophenyl)methoxy]-7-methyl-indan-1-one ClC1=C(C(=CC=C1)Cl)COC=1C=C2CCC(C2=C(C1)C)=O